rac-(1-(4-amino-5-fluoropyridin-2-yl)-2-methoxy-2-methylpropyl)carbamic acid tert-butyl ester C(C)(C)(C)OC(N[C@@H](C(C)(C)OC)C1=NC=C(C(=C1)N)F)=O |r|